(cis)-3-[5-iodo-7-(trifluoromethyl)-1,3a-diaza-2-indenyl]-1-methylcyclobutanol IC1=CN2C=C(N=C2C(=C1)C(F)(F)F)C1CC(C1)(O)C